tert-Butyl N-[(5-cyano-1H-benzimidazol-2-yl)methyl]carbamate C(#N)C1=CC2=C(NC(=N2)CNC(OC(C)(C)C)=O)C=C1